N-[3-[[2-chloro-4-[[5-(2,3-difluoro-4-methoxy-phenyl)-1-methyl-imidazole-2-carbonyl]amino]benzoyl]amino]cyclobutyl]-4-hydroxy-piperidine-4-carboxamide ClC1=C(C(=O)NC2CC(C2)NC(=O)C2(CCNCC2)O)C=CC(=C1)NC(=O)C=1N(C(=CN1)C1=C(C(=C(C=C1)OC)F)F)C